[N+](=O)([O-])C1=CC=C(C=C1)C(CSCC(C1=CC=C(C=C1)[N+](=O)[O-])O)O p-nitrophenyl-β-hydroxyethyl sulfide